ClC1=C2C=CNC2=C(C=C1)NS(=O)(=O)C1=CN=C(S1)C1CN(CCC1)C N-(4-chloro-1H-indol-7-yl)-2-(1-methylpiperidin-3-yl)thiazole-5-sulfonamide